FC1=CC=CC2=C1CNC1=C(OCC2)C=C(C=2N1C=NN2)C2CCN(CC2)C(C)=O 1-(4-(12-fluoro-7,8,13,14-tetrahydro-[1,2,4]triazolo[4',3':1,6]pyrido[3,2-b]benzo[f][1,4]oxazonin-4-yl)piperidin-1-yl)ethan-1-one